N-allyl-2-chloro-3,4-bis((4-methoxybenzyl)oxy)benzamide C(C=C)NC(C1=C(C(=C(C=C1)OCC1=CC=C(C=C1)OC)OCC1=CC=C(C=C1)OC)Cl)=O